2-(5-amidino-2-hydroxy-phenyl)4-[5-(2,6-dimethyl-piperidin-1-yl)-pentyl]-3-oxo-3,4-dihydro-quinoxaline-6-carboxylic acid C(N)(=N)C=1C=CC(=C(C1)C1=NC2=CC=C(C=C2N(C1=O)CCCCCN1C(CCCC1C)C)C(=O)O)O